C(C)(C)(C)OOC(C)(CC)OOC(C)(C)C 2,2-Bis(t-butylperoxy)butane